(2S)-2-[[2-(3-fluoro-4-methylsulfonyl-anilino)-5-[3-(trifluoromethyl)-1,2,4-oxadiazol-5-yl]pyrimidin-4-yl]amino]-2-phenyl-ethanol FC=1C=C(NC2=NC=C(C(=N2)N[C@H](CO)C2=CC=CC=C2)C2=NC(=NO2)C(F)(F)F)C=CC1S(=O)(=O)C